Indoleacetyl-glutamine N1C(=CC2=CC=CC=C12)CC(=O)N[C@@H](CCC(N)=O)C(=O)O